FC(C1=CC=CC=2NC(=NC21)CCNCCC=2OC=C(N2)C(=O)N)(F)F 2-[2-({2-[4-(trifluoromethyl)-1H-1,3-Benzodiazol-2-yl]ethyl}amino)ethyl]-1,3-oxazole-4-carboxamide